N-carboxyl-indole N-succinimidyl-3-(2-pyridyldithio)propionate C1(CCC(N1N1C(C=CC=C1)SSCCC(=O)O)=O)=O.C(=O)(O)N1C=CC2=CC=CC=C12